2-[[1-(4-chloro-2-oxo-1H-pyridin-3-yl)cyclopropanecarbonyl]amino]-4-[[3-fluoro-2-methoxy-propyl]-[4-(5,6,7,8-tetrahydro-1,8-naphthyridin-2-yl)butyl]amino]butanoic acid ClC1=C(C(NC=C1)=O)C1(CC1)C(=O)NC(C(=O)O)CCN(CCCCC1=NC=2NCCCC2C=C1)CC(CF)OC